[N+](=O)([O-])C1=CC(=NC=C1)[C@@](CO)(C)O |r| rac-2-(4-nitro-2-pyridyl)propane-1,2-diol